N-((1-aminocyclopropyl)methyl)-4-(6-(5-fluoropyridin-3-yl)pyrazin-2-yl)benzamide, dihydrochloride Cl.Cl.NC1(CC1)CNC(C1=CC=C(C=C1)C1=NC(=CN=C1)C=1C=NC=C(C1)F)=O